ClC=1C=CC=C2CCC(CC12)N1CC2=C(CC1)N=C(N2)C2=C(C=C(C=C2)F)Cl 5-(8-chloro-1,2,3,4-tetrahydronaphthalen-2-yl)-2-(2-chloro-4-fluorophenyl)-4,5,6,7-tetrahydro-3H-imidazo[4,5-c]pyridine